OC=1C=C(C=CC1)C1=CC(=C(C=C1)CN1CCNCC1)OC 4-[[4-(3-Hydroxyphenyl)-2-methoxyphenyl]methyl]piperazin